1-(trans-5-((2-chlorobenzyl)(methyl)amino)octahydrocyclopenta[c]pyrrole-2-carbonyl)-N-methyl-1H-pyrazole-3-carboxamide ClC1=C(CN(C2CC3C(CN(C3)C(=O)N3N=C(C=C3)C(=O)NC)C2)C)C=CC=C1